C(C)(C)(C)OC(COCCOCCC1=CC=CC=C1)=O 2-(2-Benzylmethoxyethoxy)acetic acid tert-butyl ester